C(C)(C)N1C(=NC2=NC=C(C=C21)C2=CNC1=NC(=CC=C12)OC(F)F)C 1-isopropyl-6-(6-(difluoromethoxy)-1H-pyrrolo[2,3-b]pyridin-3-yl)-2-methyl-1H-imidazo[4,5-b]pyridine